FC1=C(C(=CC=C1)OC)C=1C=C2C(=CN1)NN=C2C2=C(C(=O)N)C=CC(=C2)N2CCN(CC2)C(C)C (5-(2-fluoro-6-methoxyphenyl)-1H-pyrazolo[3,4-c]pyridin-3-yl)-4-(4-isopropylpiperazin-1-yl)benzamide